tert-butyl 3-(4-cyanobenzyl)-4-(4-(methylcarbamoyl)phenyl)-5-oxo-5,6,7,9-tetrahydropyrazolo[1,5-a]pyrido[4,3-e]pyrimidine-8(4H)-carboxylate C(#N)C1=CC=C(CC=2C=NN3C2N(C(C2=C3CN(CC2)C(=O)OC(C)(C)C)=O)C2=CC=C(C=C2)C(NC)=O)C=C1